NC1=C(C=C(C=N1)NC(C(=O)N1C(CCCC1)C1=CC=CC=2NC=NC21)=O)C N-(6-amino-5-methyl-3-pyridyl)-2-[2-(1H-benzimidazol-4-yl)-1-piperidyl]-2-oxo-acetamide